Fmoc-aminobenzoic acid C(=O)(OCC1C2=CC=CC=C2C2=CC=CC=C12)C=1C(=C(C(=O)O)C=CC1)N